4-phenyl-4-(1-piperidinyl)-cyclohexanol C1(=CC=CC=C1)C1(CCC(CC1)O)N1CCCCC1